FC(OC[C@@H]1N(C(OC1)(C)C)C(=O)OC(C)(C)C)F tert-butyl (4R)-4-[(difluoromethoxy)methyl]-2,2-dimethyl-1,3-oxazolidine-3-carboxylate